8-(4,6-bis(naphthalen-2-yl)phenyl)quinolone C1=C(C=CC2=CC=CC=C12)C1=CC=C(C(=C1)C1=CC2=CC=CC=C2C=C1)C=1C=CC=C2C=CC(NC12)=O